3-oxopropionamide O=CCC(=O)N